COC1=CC=C(C=C1)C(=O)N1CCOCC1 (4-methoxyphenyl)(morpholino)methanone